1-Methylazetidin-3-yl 3-((4-carbamoyl-2,6-difluorophenoxy) methyl)-4-chlorobenzo[b]thiophene-2-carboxylate C(N)(=O)C1=CC(=C(OCC=2C3=C(SC2C(=O)OC2CN(C2)C)C=CC=C3Cl)C(=C1)F)F